N-(2-Methoxy-6-methyl-5,6,7,8-tetrahydro-1,6-naphthyridin-3-yl)-8-(1-methyl-1H-pyrazole-3-yl)quinazolin-2-amine COC1=NC=2CCN(CC2C=C1NC1=NC2=C(C=CC=C2C=N1)C1=NN(C=C1)C)C